Cl.S1CCC2C1=CN=CC2 tetrahydrothieno[2,3-c]pyridine hydrochloride